(+/-)-3-(4-(2-Aminoethoxy)phenyl)-N5-((1R,5S,6r)-3-oxabicyclo[3.1.0]hexan-6-yl)-N7-methyl-2,3-dihydrobenzofuran-5,7-dicarboxamid NCCOC1=CC=C(C=C1)C1COC2=C1C=C(C=C2C(=O)NC)C(=O)NC2[C@H]1COC[C@@H]21